Siloxane [SiH2](O*)*